CC1(CC(=NC(=C1[N+](=O)[O-])N)C=1C=NC=C(C1)C(F)(F)F)N 4-methyl-5-nitro-5'-(trifluoromethyl)[2,3-Bipyridine]-4,6-diamine